N[C@H](C(=O)O)CC1=CC(=C(C=C1)O)N=[N+]=[N-] (S)-2-amino-3-(3-azido-4-hydroxy-phenyl)-propionic acid